C(C)(C)(C)OC(C[C@]1(C([C@@](CC12CCC(CC2)(C2=CC=CC=C2)N(C)C)(N)CC2=CC=C(C=C2)OC)=O)N)=O cis-2-[8-dimethylamino-3-[(4-methoxyphenyl)-methyl]-2-oxo-8-phenyl-1,3-diaminospiro[4.5]decan-1-yl]-acetic acid tert-butyl ester